potassium (2S)-2-amino-4-(methylphosphinato)butyric acid N[C@H](C(=O)O)CCP(=O)([O-])C.[K+]